6-(3-((6-amino-4-(furan-2-yl)-1H-pyrazolo[3,4-d]pyrimidin-1-yl)methyl)phenoxy)-N-hydroxyhexanamide NC1=NC(=C2C(=N1)N(N=C2)CC=2C=C(OCCCCCC(=O)NO)C=CC2)C=2OC=CC2